FC(C(=O)O)(F)F.[C@H]12N(CCN[C@H]2CC1)C=1C(C=2C(=NC=C(N2)N(C)C)N(C1CC)CC(=O)NC1=C(C=C(C=C1)C(F)(F)F)F)=O 2-(7-((1S,6S)-2,5-diazabicyclo[4.2.0]octan-2-yl)-2-(dimethylamino)-6-ethyl-8-oxopyrido[2,3-b]pyrazin-5(8H)-yl)-N-(2-fluoro-4-(trifluoromethyl)phenyl)acetamide trifluoroacetate